C(CCCCCCC)(=O)OC[C@@H](OC(CCCCCCC)=O)COP(=O)(O)OCC[N+](C)(C)C 1,2-Dioctanoyl-sn-glycero-3-phosphorylcholine